N-(6-(1,2-dimethyl-1H-imidazol-5-yl)isoquinolin-3-yl)-3,3-difluorocyclobutanecarboxamide CN1C(=NC=C1C=1C=C2C=C(N=CC2=CC1)NC(=O)C1CC(C1)(F)F)C